2-(tert-butoxy)ethylamine C(C)(C)(C)OCCN